The molecule is a benzophenone that is the methyl ester of 2-(2,6-dihydroxy-4-methylbenzoyl)-5-hydroxy-3-methoxybenzoic acid. It has a role as a metabolite. It is a member of benzophenones, a carboxylic ester and a member of phenols. It derives from a demethylsulochrin. It is a conjugate acid of a sulochrin(1-). CC1=CC(=C(C(=C1)O)C(=O)C2=C(C=C(C=C2OC)O)C(=O)OC)O